C(C)[C@]12[C@H]3CC[C@@]4([C@H](CC[C@H]4[C@@H]3CC[C@@H]2C[C@](CC1)(C)O)C(=O)N1C[C@@H](CC1)C1=CC=CC=C1)C ((3R,5R,8S,9S,10S,13S,14S,17S)-10-ethyl-3-hydroxy-3,13-dimethylhexadecahydro-1H-cyclopenta[a]phenanthren-17-yl)((S)-3-phenylpyrrolidin-1-yl)methanone